ClC1=CC(=C2C=CC=NC2=C1NS(=O)(=O)C1=NC=CC=C1C1CC1)N1CCOCC1 N-(7-chloro-5-morpholino-quinolin-8-yl)-3-cyclopropyl-pyridine-2-sulfonamide